((1S,4S,6R)-6-((5-(difluoromethyl)pyridin-2-yl)amino)-2-azabicyclo[2.2.1]hept-2-yl)methanone FC(C=1C=CC(=NC1)N[C@@H]1C[C@@H]2CN([C@H]1C2)C=O)F